4,6-bis[4-(1,1-dimethylethyl)phenyl]-2,3-dihydro-2-methyl-1H-isoindol-1-one CC(C)(C)C1=CC=C(C=C1)C1=C2CN(C(C2=CC(=C1)C1=CC=C(C=C1)C(C)(C)C)=O)C